BrC1=CC=C(C=C1)CC(=O)C(C(=O)O)C1=CC=C(C=C1)Br 2-(4-bromophenylacetyl)-2-(4-bromophenyl)acetic acid